N-(4-(triphenylsilyl)phenyl)dibenzo[b,d]furan-2-amine C1(=CC=CC=C1)[Si](C1=CC=C(C=C1)NC1=CC2=C(OC3=C2C=CC=C3)C=C1)(C1=CC=CC=C1)C1=CC=CC=C1